C(C)(=O)NC=1NC(C=2N=CN([C@H]3C[C@H](O)[C@@H](CO)O3)C2N1)=O N2-acetyl-2'-deoxyguanosine